NCCN(CCN1C(N(CC1)CCN(CCN(CC#N)CC#N)CC#N)=O)CCNCC#N 2,2'-((2-((2-(3-(2-((2-aminoethyl)(2-((cyanomethyl)amino)ethyl)amino)ethyl)-2-oxoimidazolidin-1-yl)ethyl)(cyanomethyl)amino)ethyl)azanediyl)diacetonitrile